N-(5-((5-chloro-4-(3-cyclopropylphenyl)pyrimidin-2-yl)amino)pyridin-3-yl)-1-(2-(4-(2-(2,6-dioxopiperidin-3-yl)-1-oxoisoindolin-5-yl)piperidin-1-yl)-2-oxoethyl)piperidine-4-carboxamide ClC=1C(=NC(=NC1)NC=1C=C(C=NC1)NC(=O)C1CCN(CC1)CC(=O)N1CCC(CC1)C=1C=C2CN(C(C2=CC1)=O)C1C(NC(CC1)=O)=O)C1=CC(=CC=C1)C1CC1